ClC=1C=C(C=CC1)C1CN(C1)C(=O)OC(C)(C)C tert-butyl 3-(3-chlorophenyl)azetidine-1-carboxylate